7-(2-Acrylamidophenyl)-2-(3-methoxyphenyl)-4,5,6,7-tetrahydropyrazolo[1,5-a]pyrimidine-3-carboxamide C(C=C)(=O)NC1=C(C=CC=C1)C1CCNC=2N1N=C(C2C(=O)N)C2=CC(=CC=C2)OC